FC1=CC=C(C2=CN(N=C12)C1OCCCC1)C(=O)OC1=C(C=C(C=C1Cl)Cl)Cl (2,4,6-Trichlorophenyl) 7-fluoro-2-(oxan-2-yl)indazole-4-carboxylate